The molecule is an imidothiocarbamic ester that consists of isothiourea in which the thiol hydrogen is substituted by a 2-(imidazol-4-yl)ethyl group. An extremely potent, high affinity agonist at H3 and H4 receptors (Ki values are 0.3 and 2.7 nM respectively). Induces shape change in eosinophils with an EC50 of 25 nM. Centrally active following systemic administration. It has a role as a H3-receptor agonist and a H4-receptor agonist. It is a member of imidazoles and an imidothiocarbamic ester. It is a conjugate base of an imetit(2+). C1=C(NC=N1)CCSC(=N)N